ClC=1C=CC(=C(OCC(=O)O)C1)N1N=NN=C1 2-(5-chloro-2-(1H-tetrazol-1-yl)phenoxy)acetic acid